O1C(=CC=C1)C=1C2=C(N=CN1)N(C1=C2N=CC=C1)[C@H]1[C@H](O)[C@H](O)[C@H](O1)CO 4-(furan-2-yl)-9-(β-D-ribofuranosyl)-9H-pyrido[2',3':4,5]pyrrolo[2,3-d]pyrimidine